C1(=CC=CC=C1)CCCC1=NOC(=N1)[C@H]1N(CC2(CC2)C1)S(=O)(=O)N1CCOCC1 (S)-4-((6-(3-(3-phenylpropyl)-1,2,4-oxadiazole-5-yl)-5-azaspiro[2.4]heptan-5-yl)sulfonyl)morpholine